C(#N)C1=CC=2N(N=C1)C(=CC2)C2=NC=C(C(=O)NC[C@H](C(C)(C)O)F)C(=C2)NC2CCC(CC2)N2N=CC=C2C(F)F 6-(3-cyanopyrrolo[1,2-b]pyridazin-7-yl)-4-(((1r,4R)-4-(5-(difluoromethyl)-1H-pyrazol-1-yl)cyclohexyl)amino)-N-((R)-2-fluoro-3-hydroxy-3-methylbutyl)nicotinamide